1-(trans-1-acryloyl-4-(3-(trifluoromethyl)benzyloxy)pyrrolidin-3-yl)-1H-pyrazole-3-carbonitrile C(C=C)(=O)N1C[C@H]([C@@H](C1)OCC1=CC(=CC=C1)C(F)(F)F)N1N=C(C=C1)C#N